(6,6-dioxo-6lambda6-thia-2,5-diazaspiro[3.4]octan-2-yl)-[7-[[5-(trifluoromethyl)pyrazin-2-yl]methyl]-2-azaspiro[3.5]nonan-2-yl]methanone O=S1(NC2(CN(C2)C(=O)N2CC3(C2)CCC(CC3)CC3=NC=C(N=C3)C(F)(F)F)CC1)=O